CC1(C(C(C2CCCC=C12)(C)C)C)C 1,1,2,3,3-pentamethyl-tetrahydroindane